C(CCC\C=C/CC=CCC=CCC=CCC=CCC)(=O)[O-] (Z)-5,8,11,14,17-eicosapentaenoate